ClC=1C=C(C=2N(N1)C=CN2)[C@@H]2[C@H](C2)C=2C=C1C=CN=CC1=CC2 6-[(1S,2S)-2-(6-chloroimidazo[1,2-b]pyridazin-8-yl)cyclopropyl]isoquinoline